OC[C@H](C(C)C)NC(=O)C=1C=2C[C@@H]3[C@H](C2N(N1)C1=NC=CC(=C1)C#N)C3 (1aR,5aR)-2-(4-Cyano-pyridin-2-yl)-1a,2,5,5a-tetrahydro-1H-2,3-diaza-cyclopropa[a]pentalene-4-carboxylic Acid ((S)-1-Hydroxymethyl-2-methylpropyl)-amide